C(C12C(C=CC=C1)O2)=O benzaldehyde oxide